N1C=CC2=CC(=CC=C12)CN1CCC(CC1)C=1C=C2CN(C(C2=CC1F)=O)C1C(NC(CC1)=O)=O 3-(5-(1-((1H-indol-5-yl)methyl)piperidin-4-yl)-6-fluoro-1-oxoisoindolin-2-yl)piperidine-2,6-dione